FC1=C(C=C(C(=C1)C)B1OC(C(O1)(C)C)(C)C)NC(=O)NCCC(F)(F)F 1-(2-fluoro-4-methyl-5-(4,4,5,5-tetramethyl-1,3,2-dioxaborolan-2-yl)phenyl)-3-(3,3,3-trifluoropropyl)urea